silicic acid methyl-silicate CO[Si](O)(O)O.[Si](O)(O)(O)O